beta-D-glucose pentakis(3,4-dihydroxy-5-((3,4,5-trihydroxybenzoyl)oxy)benzoate) OC=1C=C(C(=O)O[C@H]2[C@H](OC(C3=CC(=C(C(=C3)OC(C3=CC(=C(C(=C3)O)O)O)=O)O)O)=O)[C@@H](OC(C3=CC(=C(C(=C3)OC(C3=CC(=C(C(=C3)O)O)O)=O)O)O)=O)[C@H](OC(C3=CC(=C(C(=C3)OC(C3=CC(=C(C(=C3)O)O)O)=O)O)O)=O)[C@H](O2)COC(C2=CC(=C(C(=C2)OC(C2=CC(=C(C(=C2)O)O)O)=O)O)O)=O)C=C(C1O)OC(C1=CC(=C(C(=C1)O)O)O)=O